4-(5-Bromo-6-methoxy-2H-indazol-2-yl)-3,5-dimethylisoxazole BrC1=CC2=CN(N=C2C=C1OC)C=1C(=NOC1C)C